CN(C1(CCC1)CNC=1C2=C(N=C(N1)OC[C@H]1N(CCC1)C)C(=C(N=C2)C2=CC(=CC1=CC=CC=C21)O)F)C (S)-4-(4-(((1-(dimethylamino)cyclobutyl)methyl)amino)-8-fluoro-2-((1-methylpyrrolidin-2-yl)methoxy)pyrido[4,3-d]pyrimidin-7-yl)naphthalen-2-ol